benzyl 2-[1-(2-oxo-1H-benzo[cd]indol-5-yl)-4-piperidyl]acetate O=C1NC2=CC=CC=3C2=C1C=CC3N3CCC(CC3)CC(=O)OCC3=CC=CC=C3